7-(diethylamino)-2-(2-(pyridin-4-yl)vinyl)-3H-phenoxazin-3-one C(C)N(C=1C=C2OC3=CC(C(=CC3=NC2=CC1)C=CC1=CC=NC=C1)=O)CC